FC(C(C(F)(F)F)(C1=CC(=C(C(=C1)C(C)(C)CC)O)CC=C)C1=CC(=C(C(=C1)C(C)(C)CC)O)CC=C)(F)F 4,4'-(Perfluoropropane-2,2-diyl)bis(2-allyl-6-(tert-pentyl)phenol)